(3S)-7-((2S,5R)-4-acryloyl-2,5-dimethylpiperazin-1-yl)-9-chloro-10-(2,4-difluorophenyl)-3-(morpholinomethyl)-2,3-dihydro-5H-[1,4]oxazino[2,3,4-ij]quinazolin-5-one C(C=C)(=O)N1C[C@@H](N(C[C@H]1C)C1=NC(N2C3=C(C(=C(C=C13)Cl)C1=C(C=C(C=C1)F)F)OC[C@@H]2CN2CCOCC2)=O)C